FC(S(=O)(=O)[NH-])(F)F [(trifluoromethyl)sulfonyl]azanide